FC1=C(C=CC(=C1)F)\N=C(/N)\SCC1=C(C=C(C=C1)F)CSC(N)=NC1=C(C=C(C=C1)F)F (4-fluoro-1,2-phenylene)bis(methylene) (E,E)-bis(N'-(2,4-difluorophenyl)carbamimidothioate)